C1=CC(=C(C=C1C2=C(C(=O)C3=C(C=C(C=C3O2)O)O)CO)O)O The molecule is a hydroxy homoflavonoid that is 2-phenyl-4H-chromen-4-one substituted by hydroxy groups at positions 5, 7, 3' and 4' and a hydroxymethyl group at position 3. It is isolated from the whole plant of Ophioglossum pedunculosum. It has a role as a plant metabolite.